[Zn].S(O)(O)(=O)=O Sulfuric Acid Zinc